ClC=1C(=C(C(=O)NCC2N(CCC2)CC(=O)N2CC(CC2)(C2=CC=CC=C2)C2=CC=CC=C2)C(=C(C1)CC)O)OC 3-Chloro-N-((1-(2-(3,3-diphenylpyrrolidin-1-yl)-2-oxoethyl)pyrrolidin-2-yl)methyl)-5-ethyl-6-hydroxy-2-methoxybenzamide